(5,5-dimethyltetrahydrofuran-3-yl)methanamine CC1(CC(CO1)CN)C